N-(5-bromo-2-(difluoromethoxy)phenyl)hydroxylamine BrC=1C=CC(=C(C1)NO)OC(F)F